3-(Benzothiophen-3-yl)pyridine-2,6-diamine S1C=C(C2=C1C=CC=C2)C=2C(=NC(=CC2)N)N